FC1=C(C(=O)N2CCC(CC2)N2CC(C2)=CC#N)C=CN=C1C(F)(F)F 2-(1-(1-(3-fluoro-2-(trifluoromethyl)isonicotinoyl)piperidin-4-yl)azetidin-3-ylidene)acetonitrile